C(C(O)CSSCC(C(=O)O)O)(=O)O β,β'-dithiodilactic acid